7'-(5-bromo-2-(methyl-d3)phenoxy)-5'-(4-(tert-butyl)pyridin-2-yl)-5'h-spiro[fluorene-9,12'-indeno[1,2-c]carbazole] BrC=1C=CC(=C(OC2=CC=3N(C4=CC=CC=C4C3C3=C2C=2C=CC=CC2C32C3=CC=CC=C3C=3C=CC=CC32)C3=NC=CC(=C3)C(C)(C)C)C1)C([2H])([2H])[2H]